bis(4-trifluoromethylphenyl)phosphate FC(C1=CC=C(C=C1)OP(=O)(OC1=CC=C(C=C1)C(F)(F)F)[O-])(F)F